N-cyclopropyl-4-methyl-3-[1-(2-phenyl-1,3-thiazol-5-yl)-1H-pyrazol-4-yl]benzamide C1(CC1)NC(C1=CC(=C(C=C1)C)C=1C=NN(C1)C1=CN=C(S1)C1=CC=CC=C1)=O